ClC=1C(N(SC1Cl)CCCCCCCC)=O 4,5-Dichloro-2-octyl-4-isothiazolinone